N-(4-cyanobenzyl)-8-((2-hydroxyethyl)amino)-2-oxo-1,2-dihydro-1,7-naphthyridine-3-carboxamide C(#N)C1=CC=C(CNC(=O)C=2C(NC3=C(N=CC=C3C2)NCCO)=O)C=C1